4,4-difluorobenzene FC1(CC=CC=C1)F